(E)-4-(4-chloro-2-methylphenyl)-2,7-dimethylocta-2,6-dienal ClC1=CC(=C(C=C1)C(/C=C(/C=O)\C)CC=C(C)C)C